C(C1=CC=CC=C1)N1C=CC2=NC=CC=C21 1-benzyl-1H-pyrrolo[3,2-b]pyridine